C(C)(C)(C)OC(=O)NC=1SC(=C(N1)C(=O)OCC)C=1N=C(SC1)NC1=NC=C(C=C1)Cl ethyl 2-[[(tert-butoxy)carbonyl]amino]-5-[2-[(5-chloropyridin-2-yl)amino]-1,3-thiazol-4-yl]-1,3-thiazole-4-carboxylate